C12CNCC(C1C1=C3CN(CC3=CC(=C1)F)C1C(NC(CC1)=O)=O)C2 4-(3-Azabicyclo[3.1.1]heptane-6-yl)-2-(2,6-dioxopiperidin-3-yl)-6-fluoroisoindoline